1-chloro-3,3,4,4-tetrafluorocyclobut-1-ene ClC1=CC(C1(F)F)(F)F